C(C1=CC=CC=C1)N1CCN(CC1)[C@@H]1C[C@@H](CC1)NC(OC(C)(C)C)=O tert-butyl ((1R,3S)-3-(4-benzylpiperazin-1-yl)cyclopentyl)carbamate